BrC=1C=C(C=CC1F)NC(=NO)C1=NON=C1NCCNS(N)(=O)=O N-(3-bromo-4-fluorophenyl)-N'-hydroxy-4-{[2-(sulfamoylamino)-ethyl]amino}-1,2,5-oxadiazole-3-carboximidamide